7-[2-methyl-4-[6-(trifluoromethyl)pyrido[3,2-d]pyrimidin-2-yl]phenyl]-1H,5H,6H,7H,8H-[1,2,3]triazolo[4,5-f][1,4]oxazepin-8-one CC1=C(C=CC(=C1)C=1N=CC2=C(N1)C=CC(=N2)C(F)(F)F)N2CCOC1=C(C2=O)NN=N1